(3R)-2-hydroxy-3-(2-(2-oxo-1,2-dihydropyridine-3-carboxamido)-2-(4-phosphonophenyl)acetamido)-3,4-dihydro-2H-benzo[e][1,2]oxaborinine-8-carboxylic acid OB1OC2=C(C[C@@H]1NC(C(C1=CC=C(C=C1)P(=O)(O)O)NC(=O)C=1C(NC=CC1)=O)=O)C=CC=C2C(=O)O